tetraethylene glycol dimethacrylate (acrylate) C(C=C)(=O)O.C(C(=C)C)(=O)O.C(C(=C)C)(=O)O.C(COCCOCCOCCO)O